N2-acetyllysine C(C)(=O)N[C@@H](CCCCN)C(=O)O